2-((3-ethyl-4-(4-methylpiperazin-1-yl)phenyl)amino)-5-ethynyl-8-phenylpyrido[2,3-d]pyrimidin-7(8H)-one C(C)C=1C=C(C=CC1N1CCN(CC1)C)NC=1N=CC2=C(N1)N(C(C=C2C#C)=O)C2=CC=CC=C2